bis(isopropyl) phosphate P(=O)(OC(C)C)(OC(C)C)[O-]